N-(8,9-difluoro-6-oxo-1,4,5,6-tetrahydro-2H-pyrano[3,4-c]isoquinolin-1-yl)-5-ethyl-N-methyl-1H-indole-2-carboxamide FC=1C(=CC=2C3=C(NC(C2C1)=O)COCC3N(C(=O)C=3NC1=CC=C(C=C1C3)CC)C)F